CC1(CN(CCC1)C(C(C)OC1=CC=C2C(=CC(OC2=C1)=O)C1=C(C=CC=C1)C)=O)C(=O)OCC ethyl 3-methyl-1-[2-[4-(o-tolyl)-2-oxo-chromen-7-yl]oxypropanoyl]piperidine-3-carboxylate